5-(tert-butyl)-N-(4-(6-morpholinopyrrolo[2,1-f][1,2,4]triazin-4-yl)-2-(trifluoromethyl)benzyl)-1,2,4-oxadiazole-3-carboxamide C(C)(C)(C)C1=NC(=NO1)C(=O)NCC1=C(C=C(C=C1)C1=NC=NN2C1=CC(=C2)N2CCOCC2)C(F)(F)F